4-(2-Chloro-5-fluorophenyl)-N-cyclobutyl-3-(3-fluoro-5-trifluoromethylbenzoylamino)-6-oxo-4,5,6,7-tetrahydrothieno[3,4-c]pyridine-1-carboxamide ClC1=C(C=C(C=C1)F)C1NC(CC=2C1=C(SC2C(=O)NC2CCC2)NC(C2=CC(=CC(=C2)C(F)(F)F)F)=O)=O